7-((3aR,4R,6R,6aS)-6-(((tert-butyldiphenylsilyl)oxy)methyl)-2,2-dimethyltetrahydrothieno[3,4-d][1,3]dioxol-4-yl)-5-phenyl-7H-pyrrolo[2,3-d]pyrimidin-4-amine [Si](C1=CC=CC=C1)(C1=CC=CC=C1)(C(C)(C)C)OC[C@H]1S[C@H]([C@H]2[C@@H]1OC(O2)(C)C)N2C=C(C1=C2N=CN=C1N)C1=CC=CC=C1